2-[(2-hydroxyethyl)sulfanyl]-N-methylpropionamide OCCSC(C(=O)NC)C